2-[(3S)-oxan-3-yl]quinolin O1C[C@@H](CCC1)C1=NC2=CC=CC=C2C=C1